5-(((((1R,2S,5R)-2-carbamoyl-7-oxo-1,6-diazabicyclo[3.2.1]octan-6-yl)oxy)sulfonyl)oxy)-4,4-dimethylpentyl 2-methylbenzoate CC1=C(C(=O)OCCCC(COS(=O)(=O)ON2[C@@H]3CC[C@H](N(C2=O)C3)C(N)=O)(C)C)C=CC=C1